C1(CC1)C1=C(C=CC(=C1)F)N(C1=CC=C(C2=NON=C21)[N+](=O)[O-])C=2SC=C(N2)C N-(2-cyclopropyl-4-fluorophenyl)-N-(4-methylthiazol-2-yl)-7-nitrobenzo[c][1,2,5]oxadiazol-4-amine